(R)-(1-Methylpiperazin-2-yl)methanol CN1[C@H](CNCC1)CO